C(C1=CC=CC=C1)OC=1C(=CC2=C(C=C[C@H]3N(C2=O)CC(C3)=C)C1)OC (S)-8-(benzyloxy)-7-methoxy-2-methylene-2,3-dihydro-1H-benzo[e]-pyrrolo[1,2-a]azepin-5(11aH)-one